CN1CCC(CC1)C1=CC2=C(N=CC(=C2NCCN2CCOCC2)C(F)(F)F)N1 2-(1-methylpiperidin-4-yl)-N-(2-morpholinoethyl)-5-(trifluoromethyl)-1H-pyrrolo[2,3-b]pyridin-4-amine